6-fluoro-2-methyl-7-(1-methyl-1H-pyrazol-4-yl)-9,10-dihydro-8-thia-2,4,10a-Triazanaphtho[2,1,8-cde]azulene-1(2H)-one 8-oxide FC=1C=C2N=CC=3N(C(N4CCS(C(=C2C34)C1C=1C=NN(C1)C)=O)=O)C